C=C1C(C2C3CN1CC2CC3)=O 3-methylenehexahydro-2,5-methanocyclopenta[c]-pyridin-4(3H)-one